C(C)(C)NC1=NC=C(C=C1)[N+](=O)[O-] N-isopropyl-5-nitropyridin-2-amine